3-(4-ethyl-phenyl)-2-methoxy-4-methyl-benzaldehyde C(C)C1=CC=C(C=C1)C=1C(=C(C=O)C=CC1C)OC